C(=O)C=1OC2=C(C1NC(OC(C)(C)C)=O)C=CC=C2 tert-Butyl N-(2-Formyl-1-benzofuran-3-yl)carbamate